2-(4-chlorophenyl)-5-(trifluoromethyl)furan-3-carboxamide ClC1=CC=C(C=C1)C=1OC(=CC1C(=O)N)C(F)(F)F